1-(8-(5-(((5-Fluoro-2,3-dihydrobenzofuran-4-yl)methyl)amino)-[1,2,4]triazolo[4,3-c]pyrimidin-8-yl)-[1,2,4]triazolo[1,5-a]pyridin-5-yl)ethan-1-ol FC=1C=CC2=C(CCO2)C1CNC1=NC=C(C=2N1C=NN2)C=2C=1N(C(=CC2)C(C)O)N=CN1